3-(bromomethyl)-7-fluoro-1,3,4,5-tetrahydro-6H-pyrano[4,3-c]isoquinolin-6-one BrCC1CC=2NC(C=3C(=CC=CC3C2CO1)F)=O